3-{3-[(4-fluorophenyl)methoxy]-4-(2,2,2-trifluoroethanesulfonamido)phenyl}-5-{[5-(trifluoromethyl)pyrazin-2-yl]amino}-1H-pyrazole-4-carboxamide FC1=CC=C(C=C1)COC=1C=C(C=CC1NS(=O)(=O)CC(F)(F)F)C1=NNC(=C1C(=O)N)NC1=NC=C(N=C1)C(F)(F)F